3-Chloro-2-(1-methoxycyclopropyl)-4-methylpyridine ClC=1C(=NC=CC1C)C1(CC1)OC